FC1=C(C=CC(=N1)[C@H](CN1C[C@@H]2[C@H](C1)CC(C2)OC2=CC=CC=C2)O)O (3aR,4R,5R,6aS)-2-((S)-2-(6-fluoro-5-hydroxypyridin-2-yl)-2-hydroxyethyl)-5-phenoxyhexahydrocyclopenta[c]pyrrole